5-chloro-2-(2-fluorophenyl)[1,2,4]triazolo[1,5-c]quinazoline ClC1=NC=2C=CC=CC2C=2N1N=C(N2)C2=C(C=CC=C2)F